C1(CC1)COC=1C=C(C(=O)OC)C=CC1C=O Methyl 3-(cyclopropylmethoxy)-4-formylbenzoate